O=C1N(CCC1)C1=CC=C(C=C1)C=1C=C(C=NC1)C1=C2C(=NC=C1)NC(=C2)C(=O)NC2=NC=CC=C2 4-(5-(4-(2-oxopyrrolidin-1-yl)phenyl)pyridin-3-yl)-N-(pyridin-2-yl)-1H-pyrrolo[2,3-b]pyridine-2-carboxamide